[P].C(CCCCCCCC)C1=C(C=CC=C1)O nonylphenol phosphorus